N-(7-methoxy-4-(4-phenyl-1H-pyrazol-5-yl)quinazolin-6-yl)cyclopropanecarboxamide COC1=C(C=C2C(=NC=NC2=C1)C1=C(C=NN1)C1=CC=CC=C1)NC(=O)C1CC1